2-((4-((6-((4-cyano-2-fluorophenoxy)methyl)pyridin-2-yl)oxy)piperidin-1-yl)methyl)-1-((1,2-dimethyl-1H-imidazol-5-yl)methyl)-1H-benzo[d]imidazole-6-carboxylic acid formate salt C(=O)O.C(#N)C1=CC(=C(OCC2=CC=CC(=N2)OC2CCN(CC2)CC2=NC3=C(N2CC2=CN=C(N2C)C)C=C(C=C3)C(=O)O)C=C1)F